3-((2-((S)-(4,4-difluorocyclohexyl)(1-ethyl-1H-pyrazole-5-carboxamido)methyl)imidazo[1,2-b]pyridazin-6-yl)methyl)-2-oxo-5-(2,2,2-trifluoroethyl)piperidine-3-carboxylic acid FC1(CCC(CC1)[C@@H](C=1N=C2N(N=C(C=C2)CC2(C(NCC(C2)CC(F)(F)F)=O)C(=O)O)C1)NC(=O)C1=CC=NN1CC)F